FC(C(=O)NC=1C=NC(=CC1)/C(/C)=N/NC1=CC=C(C=C1)C(F)(F)F)=C (E)-2-fluoro-N-(6-(1-(2-(4-(trifluoromethyl)phenyl)hydrazono)ethyl)pyridin-3-yl)acrylamide